C1(CC(C(CC1)C(C)C)OC(CCC(=O)O)=O)C succinic menthyl ester